4-[3-(5-fluoro-2-pyridinyl)-1-methyl-pyrazol-4-yl]-7-(trifluoromethoxy)quinoline potassium neooctanoate C(CCCC(C)(C)C)(=O)[O-].[K+].FC=1C=CC(=NC1)C1=NN(C=C1C1=CC=NC2=CC(=CC=C12)OC(F)(F)F)C